C1=C(C=CC2=CC=CC=C12)S(=O)(=O)OC1CCC(CC1)CN1CCN(CC1)C=1SC2=C(C(C1)=O)C=C(C=C2[N+](=O)[O-])C(F)(F)F 2-(4-(4-(2-naphthalenesulfonyloxy)cyclohexylmethyl)piperazin-1-yl)-6-(trifluoromethyl)-8-nitro-benzothiopyran-4-one